2-(((3-methoxy-5-((2-oxo-1-phenyl-2-(6'-(trifluoromethoxy)spiro[cyclopropane-1,3'-indolin]-1'-yl)ethyl)amino)benzylidene)amino)oxy)-2-methylpropanoic acid COC=1C=C(C=NOC(C(=O)O)(C)C)C=C(C1)NC(C(N1CC2(C3=CC=C(C=C13)OC(F)(F)F)CC2)=O)C2=CC=CC=C2